tert-butyl (S)-2-((2-(4-bromo-2-chloro-6-fluorophenyl)-5-methyl-1H-benzo[d]imidazol-1-yl) Methyl)morpholine-4-carboxylate BrC1=CC(=C(C(=C1)F)C1=NC2=C(N1C[C@H]1CN(CCO1)C(=O)OC(C)(C)C)C=CC(=C2)C)Cl